OCC1(CCNCC1)CNC(OC(C)(C)C)=O tert-butyl ((4-(hydroxymethyl)piperidin-4-yl)methyl)carbamate